ClC=1C=C(C=NC1N1CC(CC1)(OC)CN(C)C)S(=O)(=O)NC1=NC(=CC=C1)F 5-chloro-6-(3-((dimethylamino)methyl)-3-methoxypyrrolidin-1-yl)-N-(6-fluoropyridin-2-yl)pyridine-3-sulfonamide